C1(CC1)[C@H](C1=CC=C(C=C1)[S@](=O)(N)=NC(NC1=C2CCCC2=CC=2CCCC12)=O)N(C)C |&1:10| (S,R) and (R,R)-4-(cyclopropyl-(dimethylamino)methyl)-N'-((1,2,3,5,6,7-hexahydro-s-indacen-4-yl)carbamoyl)benzenesulfonimidamide